C(C)OC(C(C(=O)OCC)C)=O.NC1=CC=C(OC2=CC=C(C3=CC=CC=C23)OC2=CC=C(C=C2)N)C=C1 1,4-bis(4-aminophenoxy)naphthalene Diethyl-2-methyl-malonate